FC1=C(C=C2C=CN(C2=C1)C(=O)NCC1=CC=C(C=C1)S(=O)(=O)N1CCCCC1)C(F)(F)F 6-fluoro-N-(4-(piperidin-1-ylsulfonyl)benzyl)-5-(trifluoromethyl)-1H-indole-1-carboxamide